FC(C1=CC=C(C=C1)C=1C2=C(C=CC=3C=4C=CC(=C5C=CC(=C(C(=CC1)C23)C54)C5=CC=C(C=C5)C(F)(F)F)C5=CC=C(C=C5)C(F)(F)F)CCCC(=O)OC)(F)F Methyl (4-(4,7,10-tris(4-(trifluoromethyl) phenyl) perylene-3-yl) butyrate)